C(C)OC1=CC=C(C=C1)NC(=O)C1=NN2C(N=CC=C2C2=CC(=CC=C2)OC)=C1 N-(4-ethoxyphenyl)-7-(3-methoxyphenyl)pyrazolo[1,5-a]pyrimidine-2-carboxamide